FC=1C=C2C(=CC(=NC2=CC1)C(F)(F)F)NCC1(CNC1)N1N=CC(=C1)F 6-fluoro-N-((3-(4-fluoro-1H-pyrazol-1-yl)azetidin-3-yl)methyl)-2-(trifluoromethyl)quinolin-4-amine